chloropropyl (trifluoromethyl) sulfide FC(F)(F)SCCCCl